NC1=NC=CC2=C(C=CC=C12)C=1C=C2C(=NN(C2=CC1)C1COCC1)COC1=C(C(=CC=C1)OC(F)(F)F)CC(=O)O 2-(2-((5-(1-aminoisoquinolin-5-yl)-1-(tetrahydrofuran-3-yl)-1H-indazol-3-yl)methoxy)-6-(trifluoromethoxy)phenyl)acetic acid